tert-butyl (2S)-2-ethylpiperazine-1-carboxylate C(C)[C@@H]1N(CCNC1)C(=O)OC(C)(C)C